C(C)(C)(C)OC(=O)N1C(CC1)C(=O)C1=C(C(=O)O)C=CC(=C1)Cl 2-(1-(tert-butoxycarbonyl)azetidine-2-carbonyl)-4-chlorobenzoic acid